(2S,5R)-1-((S)-2-((S)-2-(tert-butoxycarbonyl(methyl)amino)propanamido)-2-cyclohexylacetyl)-5-(5-methylfuran-2-yl)pyrrolidine-2-carboxylic acid C(C)(C)(C)OC(=O)N([C@H](C(=O)N[C@H](C(=O)N1[C@@H](CC[C@@H]1C=1OC(=CC1)C)C(=O)O)C1CCCCC1)C)C